(S)-2-(1,3-Dimethyl-4-oxo-1,4-dihydro-5H-pyrazolo[3,4-d]pyridazin-5-yl)-N-(1-(4-methoxyphenyl)ethyl)acetamid CN1N=C(C2=C1C=NN(C2=O)CC(=O)N[C@@H](C)C2=CC=C(C=C2)OC)C